C(C)NS(=O)(=O)C1=C(C=CC(=C1)C=1OC=CN1)C1=CN=C(S1)[C@@H]1CC[C@H](CC1)NC(OC(C)C)=O isopropyl trans-N-[4-[5-[2-(ethylsulfamoyl)-4-oxazol-2-yl-phenyl]thiazol-2-yl]cyclohexyl]carbamate